CC(C(=O)C)=O Methyl diketone